NC1=NC(=C(C=C1C=1C=C2CCNC(C2=CC1)=O)C=1C=C2C=C(N=CC2=C(C1F)Cl)N)F 6-(2-amino-5-(3-amino-8-chloro-7-fluoroisoquinolin-6-yl)-6-fluoropyridin-3-yl)-3,4-dihydroisoquinolin-1(2H)-one